O1C=2C(C=C1)=C(C=1OC=CC1C2)NC(=O)NS(=O)(=O)C=2OC=C(C2)C(C)(C)O N-(benzo[1,2-b:4,5-b']difuran-4-ylcarbamoyl)-4-(2-hydroxypropan-2-yl)furan-2-sulfonamide